N-(1-(3-chlorophenyl)-2-hydroxyethyl)-N-methyl-1-(5-methyl-2-(((S)-tetrahydro-furan-3-yl)amino)pyrimidin-4-yl)-1H-pyrrole-3-carboxamide ClC=1C=C(C=CC1)C(CO)N(C(=O)C1=CN(C=C1)C1=NC(=NC=C1C)N[C@@H]1COCC1)C